7-acetoxy-N-(adamantan-1-yl)-4,5-dihydro-2-methyl-5-oxo-4-(1-propyl)-2H-pyrazolo[4,3-b]pyridin-6-carboxamide C(C)(=O)OC=1C=2C(N(C(C1C(=O)NC13CC4CC(CC(C1)C4)C3)=O)CCC)=CN(N2)C